BrC1=CC=2C(N=C1)=NN(C2)C=2C=C(C=CC2F)N2CC(C2)F N-(3-{5-bromo-2H-pyrazolo[3,4-b]pyridin-2-yl}-4-fluorophenyl)-3-fluoroazetidine